ClC=1C(=NC(=NC1)NC1CCOCC1)C1=CC=C2CN(C(C2=C1)=O)CC(=O)N1CC2CCCCC2C1 6-{5-chloro-2-[(oxan-4-yl)amino]pyrimidin-4-yl}-2-[2-(octahydro-1H-isoindol-2-yl)-2-oxoethyl]-2,3-dihydro-1H-isoindol-1-one